OC(CCN1CC2C(C1)CC(C2)(O)C2=CC=CC=C2)C2=CC=C(C=C2)O 2-(3-hydroxy-3-(4-hydroxyphenyl)propyl)-5-phenyloctahydrocyclopenta[c]pyrrol-5-ol